phenazin oxide C1=CC=CC2=[N+](C3=CC=CC=C3N=C12)[O-]